trans-4-((5-fluoro-4-(3-(2-oxo-5-(trifluoromethyl)pyridin-1(2H)-yl)phenyl)pyrimidin-2-yl)amino)cyclohexane-1-carboxylic acid FC=1C(=NC(=NC1)N[C@@H]1CC[C@H](CC1)C(=O)O)C1=CC(=CC=C1)N1C(C=CC(=C1)C(F)(F)F)=O